BrC=1C=C2C(=NC1)C(C(N2C2CC(C2)(N2CCOC1(CC1)C2)C)=O)(C)C 6-Bromo-3,3-dimethyl-1-((1s,3s)-3-methyl-3-(4-oxa-7-azaspiro[2.5]octan-7-yl)cyclobutyl)-1,3-dihydro-2H-pyrrolo[3,2-b]pyridin-2-one